ClC=1C=C2C=NC(=NC2=CC1N1CCN(CC1)C1(COC1)C)NC=1C=NN(C1C)CC(C)(O)C 1-[4-({6-chloro-7-[4-(3-methyloxetan-3-yl)piperazin-1-yl]quinazolin-2-yl}amino)-5-methyl-1H-pyrazol-1-yl]-2-methylpropan-2-ol